3-(5-(4-(4-(2,6-difluorobenzyl)-5-oxo-4,5-dihydro-1H-1,2,4-triazol-1-yl)-2-fluorophenoxy)-4-methylthiazol-2-yl)cyclobutane-1-carbonitrile FC1=C(CN2C=NN(C2=O)C2=CC(=C(OC3=C(N=C(S3)C3CC(C3)C#N)C)C=C2)F)C(=CC=C1)F